Tert-butyl 4-(6-(5-amino-6-methoxypyridin-3-yl)pyrido[3,2-d]pyrimidin-4-yl)-3,6-dihydropyridine-1(2H)-carboxylate NC=1C=C(C=NC1OC)C=1C=CC=2N=CN=C(C2N1)C=1CCN(CC1)C(=O)OC(C)(C)C